CC1=NC2=CC=C(C=C2C(=C1)C1=CC2=CC=CC=C2C=C1)CN(C(OC(C)(C)C)=O)C1CCOCC1 tert-butyl ((2-methyl-4-(naphthalen-2-yl)quinolin-6-yl)methyl)(tetrahydro-2H-pyran-4-yl)carbamate